C(C)(=O)OC(COS(=O)(=O)C1=CC=C(C)C=C1)(C)C (p-toluenesulfonyloxy)-t-butyl acetate